7-(2-(4-(benzo[d]thiazol-2-yl)-2-methoxyphenoxy)ethoxy)-4-methyl-2H-benzopyran-2-one S1C(=NC2=C1C=CC=C2)C2=CC(=C(OCCOC1=CC3=C(C(=CC(O3)=O)C)C=C1)C=C2)OC